N-(4-Chlorophenyl)-N1-(4-ethoxyphenyl)-6-morpholin-4-yl-[1,3,5]triazine-2,4-diamine hydrochloride Cl.ClC1=CC=C(C=C1)NC1N(C(=NC(=N1)N)N1CCOCC1)C1=CC=C(C=C1)OCC